2-[[2-[tert-butyl(dimethyl)silyl]oxy-1-methyl-ethyl]amino]ethanol [Si](C)(C)(C(C)(C)C)OCC(C)NCCO